O=C1N(C(C2=CC=CC=C12)=O)C=1C=C(OCC(O)=C2C(N(C(N(C2=O)C)=O)C)=O)C=CC1F 5-(2-(3-(1,3-dioxoisoindolin-2-yl)-4-fluorophenoxy)-1-hydroxyethylidene)-1,3-dimethylpyrimidine-2,4,6(1H,3H,5H)-trione